NC1=NNC2=C1C(=NC(=C2)C2CCSCC2)C2=CC=C(CNC(C1=C(C=CC(=C1)F)OC)=O)C=C2 N-(4-(3-amino-6-(tetrahydro-2H-thiopyran-4-yl)-1H-pyrazolo[4,3-c]pyridin-4-yl)benzyl)-5-fluoro-2-methoxybenzamide